4-(2-((2-(bis(4-methoxyphenyl)(phenyl)methoxy)ethyl)(3-butoxy-4-((2,5-dimethoxy-4-((4-nitrophenyl)diazenyl)phenyl)diazenyl)phenyl)amino)-ethoxy)-4-oxobutanoic acid COC1=CC=C(C=C1)C(OCCN(CCOC(CCC(=O)O)=O)C1=CC(=C(C=C1)N=NC1=C(C=C(C(=C1)OC)N=NC1=CC=C(C=C1)[N+](=O)[O-])OC)OCCCC)(C1=CC=CC=C1)C1=CC=C(C=C1)OC